2,6-bis[di-(1-naphthyl)amino]naphthalene C1(=CC=CC2=CC=CC=C12)N(C1=CC2=CC=C(C=C2C=C1)N(C1=CC=CC2=CC=CC=C12)C1=CC=CC2=CC=CC=C12)C1=CC=CC2=CC=CC=C12